CC1=NC(=NC(=C1)NC1=NNC(=C1)C)N1CCN(CC1)C(=O)NC1=CC=CC=C1 4-(4-methyl-6-((5-methyl-1H-pyrazol-3-yl)amino)pyrimidin-2-yl)-N-phenylpiperazine-1-carboxamide